(3R,4R)-1-cyclopropylmethyl-4-{[3-(2,4-difluoro-phenyl)-isoxazole-5-carbonyl]-amino}-piperidine-3-carboxylic acid dimethylamide CN(C(=O)[C@@H]1CN(CC[C@H]1NC(=O)C1=CC(=NO1)C1=C(C=C(C=C1)F)F)CC1CC1)C